methyl Hydroxytrimethylacetate OCC(C(=O)OC)(C)C